C1=CC(=CC=C1C(=O)N[13CH]([13CH2][13CH2][13C](=O)O)[13C](=O)O)NCC2=CN=C3C(=N2)C(=O)NC(=N3)N Folic acid-13C5